C1(=CC=CC2=CC=CC=C12)N[C@@H](C)C(=O)O (1-naphthyl)L-alanine